C(C1=CC=CC=C1)C(CC(C)C)(C)NC(=O)C=1C=NC2=C(C=CC=C2C1)F N-(1-benzyl-1,3-dimethylbutyl)-8-fluoroquinoline-3-carboxamide